2-((6-(Hydroxymethyl)-chromen-5-yl)oxy)-1-phenylethanon OCC=1C(=C2C=CCOC2=CC1)OCC(=O)C1=CC=CC=C1